C(C)(C)(C)OC(=O)N1CC(CC1)COC1=CC=C(C=C1)OCCBr.C(C)(C)(C)C=1C=CC2=C(N=C(O2)C=2SC(=CC2)C=2OC3=C(N2)C=C(C=C3)C(C)(C)C)C1 2,5-Bis(5-tert-butyl-benzooxazol-2-yl)thiophene tert-Butyl-3-[[4-(2-bromoethoxy)phenoxy]methyl]pyrrolidine-1-carboxylate